2-methylbut-1-en-3-yne CC(=C)C#C